N[C@H]1C[C@H](CC1)OC1=C(C(=CC=C1)OC)C1=CC(=NN1)NC=1N=CC(=NC1)C#N 5-((5-(2-(((1S,3R)-3-aminocyclopentyl)oxy)-6-methoxyphenyl)-1H-pyrazol-3-yl)amino)pyrazine-2-carbonitrile